C(C)N(C(C(=O)NCCN1CCOCC1)C(CC)C)C 2-(ethyl(methyl)amino)-3-methyl-N-(2-morpholinoethyl)pentanamide